4-Acetyl-6-fluoro-7-(4-iodo-1-methyl-1H-pyrazol-5-yl)-3,4-dihydrospiro[benzo[b][1,4]oxazine-2,1'-cyclopropane]-8-carbonitrile C(C)(=O)N1C2=C(OC3(CC3)C1)C(=C(C(=C2)F)C2=C(C=NN2C)I)C#N